2-(6-fluoro-1,3-dihydro-2-benzofuran-5-yl)-4,4,5,5-tetramethyl-1,3,2-dioxaborolane FC=1C(=CC2=C(COC2)C1)B1OC(C(O1)(C)C)(C)C